FC=1C=CC(=NC1)C(C#N)=C1CCN(CC1)C(=O)N1CC=2C(CC1)=NOC2 2-(5-fluoropyridin-2-yl)-2-(1-(4,5,6,7-tetrahydroisoxazolo[4,3-c]pyridin-5-carbonyl)piperidin-4-ylidene)acetonitrile